N-(8-((ethyl-1,1-d2)amino)-5-(5-methoxybenzo[d]oxazol-2-yl)-2,7-naphthyridin-3-yl)cyclopropanecarboxamide C(C)([2H])([2H])NC=1N=CC(=C2C=C(N=CC12)NC(=O)C1CC1)C=1OC2=C(N1)C=C(C=C2)OC